3'-prenyl-7,2',4'-trihydroxydihydroisoflavone C(C=C(C)C)C=1C(=C(C2COC3=CC(=CC=C3C2=O)O)C=CC1O)O